BrC1=CC=2C(C3=CC=CC=C3C2C=C1)(C1=CC=C(C=C1)C)C1=CC=C(C=C1)O 4-(2-bromo-9-(p-tolyl)-9H-fluoren-9-yl)phenol